(2S,4r)-1-[(2S)-2-(4-cyclopropyl-triazol-1-yl)-3,3-dimethyl-butyryl]-4-hydroxy-N-[(2-isopropyl-1,2,4-triazol-3-yl)methyl]pyrrolidine-2-carboxamide C1(CC1)C=1N=NN(C1)[C@H](C(=O)N1[C@@H](C[C@H](C1)O)C(=O)NCC=1N(N=CN1)C(C)C)C(C)(C)C